1H-1,3-benzodiazole-5-carboxylate N1C=NC2=C1C=CC(=C2)C(=O)[O-]